LAUROYLCARNITINE CCCCCCCCCCCC(=O)O[C@H](CC(=O)[O-])C[N+](C)(C)C